ClC1=CC(=C(COC2=CC=CC(=N2)N2N=C3C(=C2)CN(C3)CC3=NC2=C(N3C[C@H]3OCC3)C=C(C=C2)C(=O)O)C=C1)F (S)-2-((2-(6-((4-chloro-2-fluorobenzyl)oxy)pyridin-2-yl)-2,6-dihydropyrrolo[3,4-c]pyrazol-5(4H)-yl)methyl)-1-(oxetan-2-ylmethyl)-1H-benzo[d]imidazole-6-carboxylic acid